5-(6-chloro-3-pyridyl)-2-(3,4-dichlorophenyl)-1-ethyl-6-methyl-4-oxo-pyridine-3-carboxylic acid ClC1=CC=C(C=N1)C=1C(C(=C(N(C1C)CC)C1=CC(=C(C=C1)Cl)Cl)C(=O)O)=O